(1S,3S)-N-(4-cyclobutyl-5-(4-fluorophenyl)-1-methyl-1H-pyrazol-3-yl)-3-methylcyclobutane-1-carboxamide C1(CCC1)C=1C(=NN(C1C1=CC=C(C=C1)F)C)NC(=O)C1CC(C1)C